14-(4-(6-(trifluoromethyl)pyridin-3-yl)-1H-1,2,3-triazol-1-yl)tetradecanoic acid FC(C1=CC=C(C=N1)C=1N=NN(C1)CCCCCCCCCCCCCC(=O)O)(F)F